3,6-dichloro-1-(3-((5-methyl-4-nitro-1-(epoxyhexan-3-yl)-1H-pyrazol-3-yl)oxy)propyl)-1H-pyrazolo[3,4-d]pyrimidine ClC1=NN(C2=NC(=NC=C21)Cl)CCCOC2=NN(C(=C2[N+](=O)[O-])C)C(CC)CC2CO2